(S)-2-((4-oxo-1,4-dihydroquinolin-2-yl)thio)-2,3-dihydroquinazolin-4(1H)-one O=C1C=C(NC2=CC=CC=C12)S[C@H]1NC2=CC=CC=C2C(N1)=O